C5-chloro-2,7-dimethyloxazolo[5,4-b]pyridine ClC1=CC(=C2C(=N1)OC(=N2)C)C